1-[(3-{[(2S)-oxetan-2-yl]methyl}-6-[5-(trifluoromethyl)-4H-1,2,4-triazol-3-yl]-3H-imidazo[4,5-c]pyridin-2-yl)methyl]piperidine O1[C@@H](CC1)CN1C(=NC2=C1C=NC(=C2)C2=NN=C(N2)C(F)(F)F)CN2CCCCC2